NC1=C(C=C(C=C1)N1CCC(CC1)N1CCC(CC1)F)NC(OC(C)(C)C)=O tert-butyl (2-amino-5-(4-fluoro-[1,4'-bipiperidin]-1'-yl)phenyl)carbamate